ClC1=CC(=C(COC2=CC=CC(=N2)C2CCN(CC2)CC2=NC3=C(N2C)C=C(C=C3O[C@H](CF)F)C(=O)O)C=C1)F (S)-2-((4-(6-((4-chloro-2-fluorobenzyl)oxy)pyridin-2-yl)piperidin-1-yl)methyl)-4-(1,2-difluoroethoxy)-1-methyl-1H-benzo[d]imidazole-6-carboxylic acid